N1N=NC2=C1C=CC(=C2)CN2C(C1=CC=C(C=C1C2CC2=C(C=NN2C)Cl)F)=O 2-((1H-benzo[d][1,2,3]triazol-5-yl)methyl)-3-((4-chloro-1-methyl-1H-pyrazol-5-yl)methyl)-5-fluoroisoindolin-1-one